S-(1-hydroxy-2,3-dihydro-1H-inden-2-yl) ethyl dithiophosphate P(=S)(SC1C(C2=CC=CC=C2C1)O)(OCC)[O-]